4-fluoro-3-iodo-1-isopropylpyrazolo[3,4-d]pyrimidin-6-amine FC1=C2C(=NC(=N1)N)N(N=C2I)C(C)C